(S)-1-(5-chloropyrimidin-2-yl)-3-(isoquinolin-4-yl)-2-oxoimidazoline-4-carbonitrile ClC=1C=NC(=NC1)N1C(N([C@@H](C1)C#N)C1=CN=CC2=CC=CC=C12)=O